trans-hexahydro-2H-cyclopenta[b]furan-6-amine 4-methylbenzenesulfonate CC1=CC=C(C=C1)S(=O)(=O)O.O1C2C(CC1)CCC2N